methyl 6-oxo-5,6-dihydrothieno[3,4-c][1,5]naphthyridine-3-carboxylate O=C1NC2=CC(=CN=C2C=2C1=CSC2)C(=O)OC